N-(2-((1r,4S)-4-(hydroxymethyl)cyclohexyl)-6-(((S)-5-oxo-1-((2-(trimethylsilyl)ethoxy)methyl)pyrrolidin-2-yl)methoxy)-2H-indazol-5-yl)picolinamide OCC1CCC(CC1)N1N=C2C=C(C(=CC2=C1)NC(C1=NC=CC=C1)=O)OC[C@H]1N(C(CC1)=O)COCC[Si](C)(C)C